sulpho-silane S(=O)(=O)(O)[SiH3]